N-(2-bromo-6-ethynylphenyl)-4-methoxy-2-((3-methyl-4-(piperidin-4-yl)phenyl)amino)pyrimidine-5-carboxamide BrC1=C(C(=CC=C1)C#C)NC(=O)C=1C(=NC(=NC1)NC1=CC(=C(C=C1)C1CCNCC1)C)OC